[Fe].[Y].[Ag] silver-yttrium iron